4-(3-iodo-1H-pyrazol-1-yl)piperidine-1-carboxylic acid tert-butyl ester C(C)(C)(C)OC(=O)N1CCC(CC1)N1N=C(C=C1)I